NC([C@H](CCC(=O)O)N1C(C2=CC=C(C=C2C1)C[C@@H]1[C@H]([C@H](CCC1)O[Si](C1=CC=CC=C1)(C1=CC=CC=C1)C(C)(C)C)NC1CCCCC1)=O)=O (S)-5-amino-4-(5-(((1R,2R,3S)-3-((tert-butyldiphenylsilyl)oxy)-2-(cyclohexylamino)cyclohexyl)methyl)-1-oxoisoindolin-2-yl)-5-oxopentanoic acid